N-[(1S)-1-[[2-chloro-5-(1-isopropyl-6-oxo-3-pyridyl)phenyl]methyl]-2-[3-fluoro-4-(1H-pyrazol-4-yl)anilino]-2-oxo-ethyl]-2-methyl-pyrazole-3-carboxamide ClC1=C(C=C(C=C1)C1=CN(C(C=C1)=O)C(C)C)C[C@@H](C(=O)NC1=CC(=C(C=C1)C=1C=NNC1)F)NC(=O)C=1N(N=CC1)C